6-chloro-N-{3-[2-(4-chloro-3-fluorophenoxy)acetamido]bicyclo[1.1.1]pent-1-yl}-4-(methoxyacetyl)-3,4-dihydro-2H-1,4-benzoxazine-2-carboxamide ClC=1C=CC2=C(N(CC(O2)C(=O)NC23CC(C2)(C3)NC(COC3=CC(=C(C=C3)Cl)F)=O)C(COC)=O)C1